(S)-ethyl 2-(2-((5-chloro-7-(((tetrahydrofuran-2-yl)methyl)amino)benzofuran-3-yl)methoxy)phenyl)acetate ClC=1C=C(C2=C(C(=CO2)COC2=C(C=CC=C2)CC(=O)OCC)C1)NC[C@H]1OCCC1